L-2-chloro-1-(3,4-difluorophenyl)ethanone ClCC(=O)C1=CC(=C(C=C1)F)F